3-indolyl-4-phenyl-1H-pyrrole-2,5-dione N1C(=CC2=CC=CC=C12)C=1C(NC(C1C1=CC=CC=C1)=O)=O